NC1=CC=C(N=N1)C1CCN(CC1)C(=O)C1=NC=C(C(=C1)OC)OCCC [4-(6-Amino-pyridazin-3-yl)-piperidin-1-yl]-(4-methoxy-5-propoxy-pyridin-2-yl)-methanone